N1=C(C=CC=C1)CCN Pyridineethylamine